pyrimidine-4-carboxylate potassium [K+].N1=CN=C(C=C1)C(=O)[O-]